ClC=1C2=CN(N=C2C(=C(C1)C1=CC=C(C=C1)OCCN1CCCC1)Cl)C(C(=O)OCC)C1=C2N(C=N1)C[C@@H](C2)F ethyl 2-(4,7-dichloro-6-(4-(2-(pyrrolidin-1-yl)ethoxy)phenyl)-2H-indazol-2-yl)-2-((R)-6-fluoro-6,7-dihydro-5H-pyrrolo[1,2-c]imidazol-1-yl)acetate